1-bromo-2-keto-5-methyl-3-hexene BrCC(C=CC(C)C)=O